N-[(2-methoxyphenyl)methyl]-1-[2-(1-piperidinyl)-4-pyridinyl]methanamine COC1=C(C=CC=C1)CNCC1=CC(=NC=C1)N1CCCCC1